(5-phenyl-1H-pyrazol-3-yl)methanone C1(=CC=CC=C1)C1=CC(=NN1)C=O